trans-tert-butyl 2-((benzyloxy)methyl)-6-(2-chloro-6-(4,4,5,5-tetramethyl-1,3,2-dioxaborolan-2-yl)pyridin-4-yl)morpholine-4-carboxylate C(C1=CC=CC=C1)OC[C@@H]1CN(C[C@H](O1)C1=CC(=NC(=C1)B1OC(C(O1)(C)C)(C)C)Cl)C(=O)OC(C)(C)C